4-tert-butyl-4'-aminobiphenyl C(C)(C)(C)C1=CC=C(C=C1)C1=CC=C(C=C1)N